C(C)(C)(C)OC(=O)N1C(=NC2=C1C(=CC(=C2CC(C)C)F)F)CN2C(C(=CC=C2)NC([C@H](CC\C=C\C(=O)N(C)C)NC(=O)OC)=O)=O tert-Butyl-2-[[3-[[(E,2S)-7-(dimethylamino)-2-(methoxycarbonylamino)-7-oxo-hept-5-enoyl]amino]-2-oxo-1-pyridyl]methyl]-5,7-difluoro-4-isobutyl-benzimidazol-1-carboxylat